CC=1N(C(=CC1)C)[C@@H]1C=C[C@@](C1)(C(=O)N1CC=2C=C(C=NC2CC1)C(F)(F)F)CCC1CCN(CC1)C(=O)OC(C)(C)C tert-Butyl 4-(2-((1R,4S)-4-(2,5-dimethyl-1H-pyrrol-1-yl)-1-(3-(trifluoromethyl)-5,6,7,8-tetrahydro-1,6-naphthyridine-6-carbonyl)cyclopent-2-en-1-yl)ethyl)piperidine-1-carboxylate